dimethyl 2,2'-azodiisobutyrate N(=NC(C(=O)OC)(C)C)C(C(=O)OC)(C)C